CC=1C(=NC(=NC1)NC=1C=CC2=C(N(C(CCC2)=O)C)C1)NC=1C=CC2=C(NC(O2)=O)C1 5-(5-methyl-2-(1-methyl-2-oxo-2,3,4,5-tetrahydro-1H-benzo[b]azepin-8-ylamino)pyrimidin-4-ylamino)benzo[d]oxazol-2(3H)-one